COC1=C(C(=CC=C1)OC)C1=CN(C2=NC(=CC=C21)NC(=O)[C@@H]2[C@@H](C2)CN2CCN(CC2)C(=O)OC(C)(C)C)COCC[Si](C)(C)C tert-butyl 4-((cis-2-((3-(2,6-dimethoxyphenyl)-1-((2-(trimethylsilyl)ethoxy)methyl)-1H-pyrrolo[2,3-b]pyridin-6-yl)carbamoyl)cyclopropyl)methyl)piperazine-1-carboxylate